4-aminononanylphosphonic acid NC(CCCP(O)(O)=O)CCCCC